5-(2,4-difluorophenyl)isoxazol FC1=C(C=CC(=C1)F)C1=CC=NO1